C1(CC1)C1=C(C(=NO1)C1=C(C=CC=C1)F)COC1C[C@H]2CC[C@@H](C1)N2C=2SC1=C(N2)C2=C(CCO2)C(=C1)C(=O)O 2-((1R,3R,5S)-3-((5-cyclopropyl-3-(2-fluorophenyl)isoxazol-4-yl)methoxy)-8-azabicyclo[3.2.1]oct-8-yl)-6,7-dihydrobenzofuro[7,6-d]thiazole-5-carboxylic acid